2-(4-((2-(3,5-dichlorophenyl)-6-((6-(piperazin-1-yl)pyridin-3-yl)oxy)pyridin-4-yl)methyl)piperazin-1-yl)-N-methylacetamide ClC=1C=C(C=C(C1)Cl)C1=NC(=CC(=C1)CN1CCN(CC1)CC(=O)NC)OC=1C=NC(=CC1)N1CCNCC1